CCOP(=O)(C1=CC=CC=C1)C(=O)C2=C(C=C(C=C2C)C)C ethyl (2,4,6-trimethylbenzoyl) phenylphosphinate